2,3,5-tri-iodobenzene IC1=CC=C(C=C1I)I